BrC1=CC=CC=2C=C(OC21)C(C)(C)O 2-(7-bromobenzofuran-2-yl)propan-2-ol